CNC(=O)C=1C=CC2=C(OC[C@@H]3N2CCN(C3)CC3=CN=C2C=4C(C(NC2=C3)=O)=CSC4)N1 (R)-N-methyl-3-((6-oxo-5,6-dihydrothieno[3,4-c][1,5]naphthyridin-3-yl)methyl)-1,2,3,4,4a,5-hexahydropyrazino[1,2-d]pyrido[2,3-b][1,4]oxazine-8-carboxamide